benzyl 4-[4-(5-bromo-3-[3-[(tert-butyldiphenylsilyl)oxy]-2,2-dimethylpropyl]-1-(1-cyano-1-methylethyl)indol-2-yl)pyridin-2-yl]piperazine-1-carboxylate BrC=1C=C2C(=C(N(C2=CC1)C(C)(C)C#N)C1=CC(=NC=C1)N1CCN(CC1)C(=O)OCC1=CC=CC=C1)CC(CO[Si](C1=CC=CC=C1)(C1=CC=CC=C1)C(C)(C)C)(C)C